FC1=NC=CC(=C1)C1=C(C=2CCCC2C=C1C)N 5-(2-Fluoropyridin-4-yl)-6-methyl-2,3-dihydro-1H-inden-4-amine